C(C)(C)(C)C1=C(C=C(C=C1)NC(C(C1=CC=C(C=C1)C(C)(C)O)NC(=O)C1CS(CC1)(=O)=O)=O)F N-(2-((4-tert-butyl-3-fluorophenyl)amino)-1-(4-(2-hydroxypropan-2-yl)phenyl)-2-oxoethyl)tetrahydrothiophene-3-carboxamide 1,1-dioxide